5-chloro-2-[(6-chloro-3-morpholinosulfonyl-4-quinolyl)sulfanyl]benzoic acid ClC=1C=CC(=C(C(=O)O)C1)SC1=C(C=NC2=CC=C(C=C12)Cl)S(=O)(=O)N1CCOCC1